COC=1C2=C(N=C(N1)NC1CCC(CC1)(O)C)NC=C2C2=CC=1N(C=C2)N=CC1 cis-4-((4-Methoxy-5-(pyrazolo[1,5-a]pyridin-5-yl)-7H-pyrrolo[2,3-d]pyrimidin-2-yl)amino)-1-methylcyclohexan-1-ol